(Z)-1-(4-Hydroxybut-2-en-1-yl)-N-(2-hydroxyethyl)-1H-pyrazole-4-carboxamide OC\C=C/CN1N=CC(=C1)C(=O)NCCO